C(C1=CC=CC=C1)[C@@H]1N(C(OC1)=O)C(CC1=C(C=CC=C1OC)Cl)=O (S)-4-benzyl-3-(2-(2-chloro-6-methoxyphenyl)acetyl)oxazolidin-2-one